ClC=1C=C(C=CC1OCC1=NC=CC=C1)NC1=NC=NC2=CC=C(C(=C12)OCCC)NC(\C=C\[C@@H]1N(CCC1)C)=O (R,E)-N-(4-((3-Chloro-4-(pyridin-2-ylmethoxy)phenyl)amino)-5-propoxyquinazoline-6-yl)-3-(1-methylpyrrolidin-2-yl)acrylamide